Ethyl 2-[(1R,3R)-3-amino-1-[(tert-butyldimethylsilyl)oxy]-4-methylpentyl]-1,3-thiazole-4-carboxylate N[C@H](C[C@@H](O[Si](C)(C)C(C)(C)C)C=1SC=C(N1)C(=O)OCC)C(C)C